FC1=C(C=CC=C1F)SSC1=CC=CC=C1 phenyl (2,3-difluorophenyl) disulfide